N-[4-[(6,7-Dimethoxy-1,5-naphthyridin-4-yl)oxy]-3-fluorophenyl]-4-hydroxy-2,6-dimethyl-5-[2-methyl-5-(trifluoromethyl)pyrazol-3-yl]pyridine-3-carboxamide COC=1N=C2C(=CC=NC2=CC1OC)OC1=C(C=C(C=C1)NC(=O)C=1C(=NC(=C(C1O)C=1N(N=C(C1)C(F)(F)F)C)C)C)F